C(C1=CC=CC=C1)NC(=O)C12CN(C(C1)(C2)COCC2=CC=CC=C2)C(=O)O 4-(benzylcarbamoyl)-1-((benzyloxy)methyl)-2-azabicyclo[2.1.1]Hexane-2-carboxylic acid